BrC1=NN(C(=N1)Br)CC(CO[Si](C)(C)C(C)(C)C)(F)F 3,5-dibromo-1-(3-{[tert-butyl(dimethyl)silyl]oxy}-2,2-difluoropropyl)-1H-1,2,4-triazole